NC1CCN(CC1)C1=NC(=C2N=CN(C2=N1)C(C)C)NCC1=C(C=CC=C1)N1CC(N(CC1)C)C 2-(4-aminopiperidin-1-yl)-N-(2-(3,4-dimethylpiperazin-1-yl)benzyl)-9-isopropyl-9H-purin-6-amine